2-(2-(thiophen-2-yl)acetamido)benzo[d]thiazole-6-carboxylic acid S1C(=CC=C1)CC(=O)NC=1SC2=C(N1)C=CC(=C2)C(=O)O